3-(2-((2-(bis(3-methoxybenzyl)amino)thiazol-4-yl)methoxy)ethoxy)benzonitrile COC=1C=C(CN(C=2SC=C(N2)COCCOC=2C=C(C#N)C=CC2)CC2=CC(=CC=C2)OC)C=CC1